C(C1=CC=CC=C1)OC(=O)C1=CC=NC2=CC=CC=C12 Quinoline-4-carboxylic acid benzyl ester